tert-butyl 9-(((1r,4r)-4-(6-methoxy-5-(6-(trifluoromethyl) pyridinecarboxamido)-2H-indazol-2-yl) cyclohexyl) amino)-3-azaspiro[5.5]undecane-3-carboxylate COC=1C(=CC2=CN(N=C2C1)C1CCC(CC1)NC1CCC2(CCN(CC2)C(=O)OC(C)(C)C)CC1)NC(=O)C1=NC(=CC=C1)C(F)(F)F